ClC1=C(C#N)C=CC(=C1)N1CC2(C[C@@H]1C)CCN(CC2)C2=CC=C(C=C2)C(=O)N2CCC(CC2)CN2CCN(CC2)C2=C(C=CC=C2)N[C@@H]2C(NC(CC2)=O)=O 2-Chloro-4-((S)-8-(4-(4-((4-(2-(((S)-2,6-dioxo-piperidin-3-yl)amino)-phenyl)piperazin-1-yl)-methyl)piperidine-1-carbonyl)phenyl)-3-methyl-2,8-diazaspiro[4.5]decan-2-yl)benzonitrile